C(C)(C)(C)OC(N(CC1=CC(=CC=C1)NC(C(=C)F)=O)C1=CC(=NC=2N1N=CC2C(C)C)C2CC2)=O (5-cyclopropyl-3-isopropylpyrazolo[1,5-a]pyrimidin-7-yl)(3-(2-fluoroacrylamido)benzyl)carbamic acid tert-butyl ester